1-(4-Methyl-3,6,7,8-tetrahydro-1H-2,5-diaza-as-indacen-2-yl)-2-(1-pyrimidin-5-yl-azetidin-3-yl)-ethanone CC1=C2CN(CC2=C2CCCC2=N1)C(CC1CN(C1)C=1C=NC=NC1)=O